NCCOC1=C(CNC(=O)[C@H]2N(C[C@@H](C2)O)C([C@H](C(C)(C)C)NC(=O)C2(CC2)F)=O)C=CC(=C1)C1=C(N=CS1)C (2S,4R)-N-(2-(2-aminoethoxy)-4-(4-methylthiazol-5-yl)benzyl)-1-((S)-2-(1-fluorocyclopropane-1-carboxamido)-3,3-dimethylbutanoyl)-4-hydroxypyrrolidine-2-carboxamide